1-(8-Methyl-3,5,6,7-tetrahydro-1H-2,4-diaza-s-indacen-2-yl)-2-(1-pyridin-4-yl-azetidin-3-yl)-ethanone CC=1C=2CCCC2N=C2CN(CC12)C(CC1CN(C1)C1=CC=NC=C1)=O